ClC1=C(C(=CC=2N1C=NC2)I)F 5-chloro-6-fluoro-7-iodo-imidazo[1,5-a]pyridine